(4-nitrophenyl)phenyliodonium nitrate [N+](=O)([O-])[O-].[N+](=O)([O-])C1=CC=C(C=C1)[I+]C1=CC=CC=C1